N1CCC12CC(C2)C=2C=C1C(=NC=NC1=CC2)NC2=C(C(=C(C=C2)F)Cl)F 6-(1-azaspiro[3.3]heptan-6-yl)-N-(3-chloro-2,4-difluoro-phenyl)quinazolin-4-amine